F[C@@H]1[C@H]2CC[C@@H](C[C@@H]1N(C1=CN=C(N=N1)SC)C)N2C(=O)[O-] (1r,2s,3s,5s)-2-fluoro-3-(methyl (3-(methylthio)-1,2,4-triazin-6-yl) amino)-8-azabicyclo[3.2.1]octane-8-carboxylate